4-Chlorofurano[3,2-c]pyridine ClC1=NC=CC2=C1C=CO2